OC1=CC=C2CCCC2=C1 6-hydroxy-2,3-dihydro-1H-inden